N-(2,2-dichloro-1-phenylvinyl)cyclopropylamine ClC(=C(C1=CC=CC=C1)NC1CC1)Cl